FC=1C=C2C(=CNC(C2=CC1F)=O)[C@H](C)N(C(=O)NC1=CC=C2C=CNC2=C1)C (S)-1-(1-(6,7-difluoro-1-oxo-1,2-dihydroisoquinolin-4-yl)ethyl)-3-(1H-indol-6-yl)-1-methylurea